[N+](=[N-])=C(C(=O)OC(C)(C)C)S(=O)(=O)C1=CC=C(C)C=C1 tert-butyl 2-diazo-2-(p-toluenesulfonyl)acetate